C(=O)(O)C1=CC(=NC=C1)C1=CC(=CC(=C1)C1=NC=CC(=C1)C(=O)O)C1=NC=CC(=C1)C(=O)O 1,3,5-tris(4-carboxypyridyl)benzene